(S)-N-(4-(4-amino-1-methyl-7-(2-(4-methylpiperazin-1-yl)pyrimidin-5-yl)-1H-pyrazolo[4,3-c]pyridin-3-yl)-2-(1-(4-fluorophenyl)ethoxy)phenyl)-1,1-difluoromethanesulfonamide NC1=NC=C(C2=C1C(=NN2C)C2=CC(=C(C=C2)NS(=O)(=O)C(F)F)O[C@@H](C)C2=CC=C(C=C2)F)C=2C=NC(=NC2)N2CCN(CC2)C